1-((4,4-difluorocyclohexyl)methyl)-3-(1,1-difluoroethyl)-4-methyl-1H-pyrazole-5-carboxylic acid FC1(CCC(CC1)CN1N=C(C(=C1C(=O)O)C)C(C)(F)F)F